CCCC(C)CC(C)CC The molecule is an alkane that is octane substituted by methyl groups at positions 3 and 5. Metabolite observed in cancer metabolism. It has a role as a human metabolite. It derives from a hydride of an octane.